4-(3-methyl-5-nitro-indol-1-yl)-N-(4-morpholinylphenyl)pyrimidin-2-amine CC1=CN(C2=CC=C(C=C12)[N+](=O)[O-])C1=NC(=NC=C1)NC1=CC=C(C=C1)N1CCOCC1